4-[(4-methoxyphenyl)amino]benzene-1-diazonium chloride [Cl-].COC1=CC=C(C=C1)NC1=CC=C(C=C1)[N+]#N